C(C)(C)OC1=CC(=NC=2NCCCC12)CCCCCO[C@H]1CN(CC1)C(=O)OC(C)(C)C (R)-tert-butyl 3-((5-(4-isopropoxy-5,6,7,8-tetrahydro-1,8-naphthyridin-2-yl)pentyl)oxy)pyrrolidine-1-carboxylate